CN1C(=NN=C1)C1(CC(C1)=O)C=1C=C(C=CC1)N1CC2=C(C=C(C=C2C1=O)CN(C(OCCCC)=O)C1(CCC1)C)C(F)(F)F butyl ((2-(3-(1-(4-methyl-4H-1,2,4-triazol-3-yl)-3-oxocyclobutyl)phenyl)-3-oxo-7-(trifluoromethyl)isoindolin-5-yl)methyl)(1-methylcyclobutyl)carbamate